4-((12-(lauroyloxy)octadec-9-en-1-yl)oxy)-4-oxobutanoic acid C(CCCCCCCCCCC)(=O)OC(CC=CCCCCCCCCOC(CCC(=O)O)=O)CCCCCC